diphenyl (tridecyl) phosphite P(OC1=CC=CC=C1)(OC1=CC=CC=C1)OCCCCCCCCCCCCC